CC1CC2C(C(=O)OC2=O)CC1 4-methylhexahydrophthalic anhydride